BrC=1C(=CC(=C(C1)NN=C1CCCCCC1)I)F 1-(5-bromo-4-fluoro-2-iodophenyl)-2-cycloheptylidenehydrazine